C(C(C(F)(F)F)(F)F)(C(C(F)(F)F)(F)F)(F)F The molecule is a fluorocarbon that is pentane in which all of the hydrogens have been replaced by fluorines. It has a role as a radioopaque medium and an ultrasound contrast agent. It is a fluoroalkane and a fluorocarbon. It derives from a hydride of a pentane.